N1C(=NC2=C1C=CC=C2)N2C1=C(OCC2)C=C(C=C1)C(=O)NO 4-(1H-benzo[d]imidazol-2-yl)-N-hydroxy-3,4-dihydro-2H-benzo[b][1,4]oxazine-7-carboxamide